N1=C(C=CC=C1)CN1C(NC(C2=C1N=C(C=C2)C(F)(F)F)=O)=O 1-(pyridin-2-ylmethyl)-7-(trifluoromethyl)pyrido[2,3-d]pyrimidine-2,4(1H,3H)-dione